2-chloro-N-[(3R,4S)-1-(4-chlorobenzoyl)-4-fluoropyrrolidin-3-yl]benzamide ClC1=C(C(=O)N[C@@H]2CN(C[C@@H]2F)C(C2=CC=C(C=C2)Cl)=O)C=CC=C1